3,4-Dichlorophenyl 3-deoxy-3-[4-(3,5-difluoro-4-methoxyphenyl)-1H-1,2,3-triazol-1-yl]-1-thio-α-D-galactopyranoside FC=1C=C(C=C(C1OC)F)C=1N=NN(C1)[C@@H]1[C@H]([C@@H](SC2=CC(=C(C=C2)Cl)Cl)O[C@@H]([C@@H]1O)CO)O